4-(4-(3-isopropyl-2-(2-methylpyridin-4-yl)-1H-indol-5-yl)piperidine-1-carbonyl)pyrrolidin-2-one C(C)(C)C1=C(NC2=CC=C(C=C12)C1CCN(CC1)C(=O)C1CC(NC1)=O)C1=CC(=NC=C1)C